C(C)N(C1=CC=C(C=C1)C1(C(C(C(=O)[O-])=C(C=C1)N(CC)CC)C(=O)[O-])C1=CC=C(C=C1)N(CC)CC)CC 3,3-bis(p-diethylaminophenyl)-6-diethylaminophthalate